C(C=C)N(C1=C(C=CC=C1)B(O)O)C 2-(allyl-(methyl)amino)phenylboronic acid